4-chlorophenyl-ethynylbenzene ClC1=CC=C(C=C1)C1=C(C=CC=C1)C#C